cis-6-(tert-butoxycarbonyl)-3-methyl-6-azabicyclo[3.1.1]heptane-1-carboxylic acid C(C)(C)(C)OC(=O)N1C2CC(CC1(C2)C(=O)O)C